CCCCCCCCCCCCCCCC(=O)O[C@H](COC(=O)CCCCCCCCCCCCC)COC(=O)CCCCCCC/C=C\\CCCCCCCC The molecule is a triacyl-sn-glycerol in which the which the acyl groups at positions 1, 2 and 3 are specified as tetradecanoyl, hexadecanoyl and (9Z)-octadecenoyl respectively. It has a role as a human blood serum metabolite. It is a triacyl-sn-glycerol and a TG(14:0/16:0/18:1).